CN1C=NC(=C1)C=1C=C2C(=NC1)NC=N2 6-(1-methyl-1H-imidazol-4-yl)-3H-imidazo[4,5-b]pyridine